N1C=NC2=C1C=CC(=C2)CN(C=2SC=C(N2)COCCOCC2=CC(=CC=C2)OC)CC2=CC(=CC=C2)OC N-((1H-benzo[d]imidazol-5-yl)methyl)-N-(3-methoxybenzyl)-4-((2-(3-methoxybenzyloxy)ethoxy)methyl)thiazol-2-amine